C(C)(=O)O[C@@]1(C(O)O[C@@H]([C@H]([C@@]1(O)OC(C)=O)O)C(O)OC(C)=O)O 2,3,6-triacetoxy-glucopyranose